C(C)(C)(C)OC([C@@H](CC1=CC(=CC=C1)CC(=O)OC(C)(C)C)[C@@H]1CN(CC1)C(=O)OC(C)(C)C)=O tert-Butyl (3R)-3-[(1S)-2-tert-butoxy-1-[[3-(2-tert-butoxy-2-oxo-ethyl)phenyl]methyl]-2-oxo-ethyl]pyrrolidine-1-carboxylate